(3,8-Diazabicyclo[3.2.1]octan-3-yl)(4-((4-(1-ethyl-3-(pyridin-3-yl)-1H-pyrazol-4-yl)pyrimidin-2-yl)amino)phenyl)methanone C12CN(CC(CC1)N2)C(=O)C2=CC=C(C=C2)NC2=NC=CC(=N2)C=2C(=NN(C2)CC)C=2C=NC=CC2